C(CCCCCCC\C=C/C\C=C/CCCCC)N(NCCCCN1CCCC1)CCCCCCCC\C=C/C\C=C/CCCCC 1-(4-(2,2-di((9Z,12Z)-octadeca-9,12-dien-1-yl)hydrazinyl)butyl)pyrrolidine